5-[1-fluoro-3-hydroxy-7-methoxy(4-2H)naphthalen-2-yl](4,4-2H2)-1λ6,2,5-thiadiazolidine-1,1,3-trione FC1=C(C(=C(C2=CC=C(C=C12)OC)[2H])O)N1C(C(NS1(=O)=O)=O)([2H])[2H]